3-chloro-4-((2-chloro-1-methyl-1H-imidazo[4,5-b]pyrazin-5-yl)thio)pyridin-2-amine ClC=1C(=NC=CC1SC=1N=C2C(=NC1)N(C(=N2)Cl)C)N